[O-2].[O-2].[Fe+2].[Fe+2] iron (II) dioxide